C(CCCCCCCCC\C=C/CCCCCCCCCCCC(=O)O)CCCCCCCC\C=C/CCCCCCCCCCCC(=O)O ethylenebiserucic acid